C1(=CC=CC=C1)OC(=O)OC(=O)OC1=CC=CC=C1.OC1=CC=C(C=C1)C(C)(C)C1=CC=C(C=C1)O bisphenol A diphenyl-dicarbonate